C1CCN2C3=C(C=C4C(=C13)OOC(=C4)C(=O)N)CCC2 11-oxa-2,3,5,6,7,11-hexahydro-1H-pyrano[2,3-f]pyrido[3,2,1-ij]quinoline-10-carboxamide